7-(2-aminopyridin-4-yl)-2,3-dihydrofuro[3,2-c]pyridin NC1=NC=CC(=C1)C=1C2=C(C=NC1)CCO2